FC(C(F)F)(OC1=CC=C(C(=O)NC=2C=CC=C3C(=CC=NC23)C=2SC=CC2)C=C1)F 4-(1,1,2,2-tetrafluoroethoxy)-N-(4-(thiophen-2-yl)quinolin-8-yl)benzamide